FC=1C=C2C(=NNC(C2=CC1)=O)C1=CC=CC=C1 6-fluoro-4-phenylphthalazin-1(2H)-one